CSC=1N=CC2=C(N1)CC(NC2)=O 2-(methylsulfanyl)-5,6-dihydropyrido[4,3-d]pyrimidin-7(8H)-one